IC1=[Si](C=2C(C3=CC=CC=C3OC2C=C1)=O)I diiodosilaxanthone